ethyl-6-(3-((3R,5R,7R)-adamantan-1-yl)-4-methoxyphenyl)-2-naphthoate C(C)OC(=O)C1=CC2=CC=C(C=C2C=C1)C1=CC(=C(C=C1)OC)C12CC3CC(CC(C1)C3)C2